2,6-dimethylindane CC1CC2=CC(=CC=C2C1)C